C(C)(C)(C)OC(N[C@@H]1CN[C@@H](C1)C([2H])([2H])O)=O (3S,5S)-5-(hydroxymethyl-d2)pyrrolidin-3-ylcarbamic acid tert-butyl ester